ClC1=NC(=NC(=N1)Cl)NC1CC(NC(C1)(C)C)(C)C 4,6-dichloro-N-(2,2,6,6-tetramethylpiperidin-4-yl)-1,3,5-triazin-2-amine